CC1=CC2=NC=C(C=C2N1C1=CC=C(C#N)C=C1)C 4-(2,6-Dimethyl-pyrrolo[3,2-b]pyridin-1-yl)-benzonitrile